1,4-Di-(3'-[2-pyridyldithio]-propionamido)butane tert-butyl-(5-(benzo[d]thiazol-2-ylcarbamoyl)thiazol-2-yl)carbamate C(C)(C)(C)N(C(O)=O)C=1SC(=CN1)C(NC=1SC2=C(N1)C=CC=C2)=O.N2=C(C=CC=C2)SSCCC(=O)NCCCCNC(CCSSC2=NC=CC=C2)=O